5-(3-nitrophenyl)-N-(4-(1-(tetrahydro-2H-pyran-2-yl)-1H-pyrazol-4-yl)phenyl)-1,3,4-oxadiazol-2-amine [N+](=O)([O-])C=1C=C(C=CC1)C1=NN=C(O1)NC1=CC=C(C=C1)C=1C=NN(C1)C1OCCCC1